azido-ε-caprolactone N(=[N+]=[N-])C1C(=O)OCCCC1